(S)-2-amino-(4-(1-benzyl-6-oxo-1,6-dihydropyridin-2-yl)-3-fluorophenyl)-3,3-diphenylpropanamide hydrochloride Cl.N[C@@](C(=O)N)(C(C1=CC=CC=C1)C1=CC=CC=C1)C1=CC(=C(C=C1)C=1N(C(C=CC1)=O)CC1=CC=CC=C1)F